C12CNCC2C1OC=1N=CC(=NC1C)C1=CNC2=C(C=CC=C12)C#N 3-(5-((3-azabicyclo[3.1.0]hexan-6-yl)oxy)-6-methylpyrazin-2-yl)-1H-indole-7-carbonitrile